O1C(=NC2=C1C=CC=C2)C2=C(C(=O)O)C=CC=C2.[F].[F].[F] Trifluorine 2-(benzoxazol-2-yl)benzoic acid